O[C@H]1CN(CC[C@H]1NC1=NC=C(C=C1C)C(F)(F)F)S(=O)(=O)C1=CC=C(C=C1)C1=CN=C(N1C)C#N 5-[4-[[(3S,4R)-3-hydroxy-4-[[3-methyl-5-(trifluoromethyl)-2-pyridyl]amino]-1-piperidyl]sulfonyl]phenyl]-1-methyl-imidazole-2-carbonitrile